1-(7-bromo-1-methylindazol-3-yl)-3-[(4-methoxyphenyl)methyl]-hexahydropyrimidine-2,4-dione BrC=1C=CC=C2C(=NN(C12)C)N1C(N(C(CC1)=O)CC1=CC=C(C=C1)OC)=O